4-(thiophen-2-yl)-1,2,3-thiadiazole S1C(=CC=C1)C=1N=NSC1